CS(=O)(=O)[O-].[Na+] Natrium methansulfonat